(5-((1-methyl-6-oxo-1,6-dihydropyridazin-3-yl)amino)-1H-pyrazol-3-yl)cyclopentyl bicyclo[1.1.1]pentan-1-ylcarbamate C12(CC(C1)C2)NC(OC2(CCCC2)C2=NNC(=C2)NC2=NN(C(C=C2)=O)C)=O